tert-butyl (E)-(4-((2-(2,6-dioxopiperidin-3-yl)-1-oxoisoindolin-4-yl)(pent-3-en-1-yl)amino)butyl)carbamate O=C1NC(CCC1N1C(C2=CC=CC(=C2C1)N(CCCCNC(OC(C)(C)C)=O)CC\C=C\C)=O)=O